FC1=C(C=C(C(=C1)F)CCN[C@@H]([C@H]1CNC2=CC=CN=C2C1)C1=CC=CC=C1)[C@H](C(=O)O)C |o1:28| (R or S)-2-(2,4-difluoro-5-(2-(((S)-phenyl((R)-1,2,3,4-tetrahydro-1,5-naphthyridin-3-yl)methyl)amino)ethyl)phenyl)propanoic acid